N-[8'-(azetidin-1-yl)-4'H-spiro[cyclopropane-1,5'-naphtho[2,1-d][1,2]oxazol]-3'-yl]-2,6-dimethoxy-4-(morpholine-4-carbonyl)benzenesulfonamide N1(CCC1)C1=CC=C2C3(CC=4C(=NOC4C2=C1)NS(=O)(=O)C1=C(C=C(C=C1OC)C(=O)N1CCOCC1)OC)CC3